C(C1=CC=CC=C1)(=O)OC1(CC(C1)C1=NC(=CC2=C1N=C(N=C2)NC2CCN(CC2)S(=O)(=O)C)C)C(F)F 1-(difluoromethyl)-3-(6-methyl-2-((1-(methylsulfonyl)piperidin-4-yl)amino)pyrido[3,4-d]pyrimidin-8-yl)cyclobutyl benzoate